1-(tetrahydro-2H-pyran-4-yl)-3-(4,4,5,5-tetramethyl-1,3,2-dioxaborolan-2-yl)-1H-pyrrolo[2,3-c]pyridine O1CCC(CC1)N1C=C(C=2C1=CN=CC2)B2OC(C(O2)(C)C)(C)C